C(C)(C)(C)[N+]1(CCCC1)C N-(tert-butyl)-N-methylpyrrolidinium